C(C)(SCC=1OC=CC1)=O S-(furan-2-ylmethyl) ethanethioate